C1(CC1)C1=NC=CC(=N1)N1CCC2(CN3N([C@@H](CC3)C3=CC(=CC(=C3)F)F)C2=O)CC1 (S)-1-(2-cyclopropylpyrimidin-4-yl)-7'-(3,5-difluorophenyl)dihydro-1'H,3'H,5'H-spiro[piperidine-4,2'-pyrazolo[1,2-a]pyrazol]-1'-one